N-(4-cyano-2-fluoro-phenyl)-4-(4,5-dichloro-6-oxo-pyridazin-1-yl)-N-(difluoromethyl)piperidine-1-sulfonamide C(#N)C1=CC(=C(C=C1)N(S(=O)(=O)N1CCC(CC1)N1N=CC(=C(C1=O)Cl)Cl)C(F)F)F